C(C=1C(C(=O)O)=CC=CC1)(=O)O.ClC(CCC)(O)Cl dichlorobutanol phthalate